1-(tert-butyl)-4-(4-(3-isopropyl-2-(2-methylpyridin-4-yl)-1H-indol-5-yl)piperidine-1-carbonyl)pyrrolidin-2-one C(C)(C)(C)N1C(CC(C1)C(=O)N1CCC(CC1)C=1C=C2C(=C(NC2=CC1)C1=CC(=NC=C1)C)C(C)C)=O